6-oxo-5-(trifluoromethyl)-1,6-dihydropyrimidine O=C1C(=CN=CN1)C(F)(F)F